C(C1=CC=CC=C1)C1(C[C@@H]2[C@@H](CN(C2)CC(=O)C2=CC=C(C=C2)OC)C1)O 2-((3aR,5r,6aS)-5-benzyl-5-hydroxyhexa-hydrocyclopenta[c]pyrrol-2(1H)-yl)-1-(4-methoxyphenyl)ethanone